1-(2-benzyloxyphenyl)-[1]benzopyrano[3,4-d]imidazol-4(1H)-one C(C1=CC=CC=C1)OC1=C(C=CC=C1)N1C=NC2=C1C1=C(OC2=O)C=CC=C1